C=CN ethyleneAmine